(2-trifluoromethoxybenzyl)-[2-(9-(3-methyl-5-fluoropyridin-2-yl)-6-oxaspiro[4.5]decan-9-yl)ethyl]amine FC(OC1=C(CNCCC2(CCOC3(CCCC3)C2)C2=NC=C(C=C2C)F)C=CC=C1)(F)F